C(CCCCCCCC)N(CCN1CCN(CC1)CCC(CN(CCCCCCCCCCCCCC)CCCCCCCCCCCCCC)NCCCCCCCCCCCCCC)CCCCCCCCC 1-(2-(4-(2-(Dinonylamino)ethyl)piperazin-1-yl)ethyl)-N1,N2,N2-tritetradecylethane-1,2-diamine